4-oxo-N-({6-[({[3-(trifluoromethyl)bicyclo[1.1.1]pentan-1-yl]methyl}amino)methyl]imidazo[1,2-a]pyridin-2-yl}methyl)-4H-pyrido[1,2-a]pyrimidine-2-carboxamide O=C1C=C(N=C2N1C=CC=C2)C(=O)NCC=2N=C1N(C=C(C=C1)CNCC13CC(C1)(C3)C(F)(F)F)C2